4-cyano-N-((1-((1r,4r)-4-(cyanomethyl)cyclohexyl)-1,6-dihydroimidazo[4,5-d]pyrrolo[2,3-b]pyridin-2-yl)methyl)benzenesulfonamide C(#N)C1=CC=C(C=C1)S(=O)(=O)NCC1=NC=2C(=C3C(=NC2)NC=C3)N1C1CCC(CC1)CC#N